(4-amino-4-methylpiperidin-1-yl)(4-chloro-3,5-difluoro-1H-indol-2-yl)methanone NC1(CCN(CC1)C(=O)C=1NC2=CC=C(C(=C2C1F)Cl)F)C